FC=1C(=CC(=NC1)OC)C1=CC(=NN1)C(=O)N1[C@H]2CC(C[C@@H]1CC2)C(=O)N(C2CCC(CC2)(C(F)(F)F)O)C (1R,3S,5S)-8-[5-(5-fluoro-2-methoxypyridin-4-yl)-1H-pyrazole-3-carbonyl]-N-methyl-N-[(1r*,4s)-4-hydroxy-4-(trifluoromethyl)cyclohexyl]-8-azabicyclo[3.2.1]octane-3-carboxamide